2,7-dimethylimidazo[1,2-b]pyridazine-3-carboxylic acid potassium salt [K+].CC=1N=C2N(N=CC(=C2)C)C1C(=O)[O-]